C(C1=CC=CC=C1)(=O)C1=C(C=CC(C1)(S(=O)(=O)C1=CC=CC=C1)C(C1=CC=CC=C1)=O)O 2,4-dibenzoyl-4-benzenesulfonyl-phenol